C(=CC(C)=C)O[Si](O[Si](C)(C)C)(O[Si](C)(C)C)O[Si](C)(C)C isoprenoxytri(trimethylsiloxy)silane